ClC1=NC=C(C(=N1)NCC1=CC(=CC=C1)C)C(=O)N 2-chloro-4-((3-methylbenzyl)amino)pyrimidin-5-carboxamide